5-methyl-4,5,6,7-tetrahydropyrazolo[1,5-a]pyrazin-3-amine CN1CC=2N(CC1)N=CC2N